ClC1=NC=C(C(=N1)Cl)C(=O)NC1=C(C=CC=C1C(F)(F)F)Cl 2,4-dichloro-N-(2-chloro-6-(trifluoromethyl)phenyl)pyrimidine-5-carboxamide